ClC=1C=C(C=C(C1)NS(=O)(=O)C)NC(=O)C=1SC(=C(C1)C1=NC=C(C=C1OCC1=CC(=CC(=C1)C(F)(F)F)F)F)CO N-(3-chloro-5-methanesulfonamidophenyl)-4-(5-fluoro-3-{[3-fluoro-5-(trifluoromethyl)phenyl]methoxy}pyridin-2-yl)-5-(hydroxymethyl)thiophene-2-carboxamide